C(C)O[Si](CCCNCCC[Si](OCC)(OCC)OCC)(OCC)OCC 1,7-bis(triethoxysilyl)-4-azaheptan